2-t-butyl-hydroquinone C(C)(C)(C)C1=C(O)C=CC(=C1)O